(±)-methyl 4-(3-aminooxetan-3-yl)benzoate NC1(COC1)C1=CC=C(C(=O)OC)C=C1